N-[1-(2-{6-[(3r,5r)-3-amino-5-fluoropiperidine-1-carbonyl]-4-methoxy-3-methylpyrazolo[1,5-a]pyridin-2-yl}-1-(cyclopropylmethyl)-1H-indol-6-yl)azetidin-3-yl]-N-methyl-methanesulfonamide N[C@H]1CN(C[C@@H](C1)F)C(=O)C=1C=C(C=2N(C1)N=C(C2C)C=2N(C1=CC(=CC=C1C2)N2CC(C2)N(S(=O)(=O)C)C)CC2CC2)OC